tetradecyltriphenyl-ammonium bromide [Br-].C(CCCCCCCCCCCCC)[N+](C1=CC=CC=C1)(C1=CC=CC=C1)C1=CC=CC=C1